FC(CN1N=CC=2C=NC(=C(C21)OC)NC2=CC(=NC=C2C(CC([2H])([2H])[2H])=O)NC(=O)C2CC2)(C)F N-(4-((1-(2,2-difluoropropyl)-7-methoxy-1H-pyrazolo[4,3-c]pyridin-6-yl)amino)-5-(propanoyl-3,3,3-d3)pyridin-2-yl)cyclopropanecarboxamide